(S)-N-(3-(5-acrylamidopyridin-3-yl)prop-2-yn-1-yl)-1-(3-cyano-6-methyl-4-(trifluoromethyl)pyridin-2-yl)-N-(4-fluorophenyl)pyrrolidine-2-carboxamide C(C=C)(=O)NC=1C=C(C=NC1)C#CCN(C(=O)[C@H]1N(CCC1)C1=NC(=CC(=C1C#N)C(F)(F)F)C)C1=CC=C(C=C1)F